CCCC(CCCC(CCCCCCCCCCCC)O)O eicosane-4,8-diol